2-[3-(1-ethyl-3,5-dimethyl-pyrazol-4-yl)pyrazolo[1,5-a]pyridin-5-yl]-4-methoxy-thiazole-5-carboxylic acid C(C)N1N=C(C(=C1C)C=1C=NN2C1C=C(C=C2)C=2SC(=C(N2)OC)C(=O)O)C